C(C(C)(C)C)(=O)OC=1C=C2CCCC(C2=C(C1)B1OC(C(O1)(C)C)(C)C)CCCC(=O)OCC ethyl 4-(6-(pivaloyloxy)-8-(4,4,5,5-tetramethyl-1,3,2-dioxaborolan-2-yl)-1,2,3,4-tetrahydronaphthalen-1-yl)butanoate